(S)-4-(2-(3-(2-(methoxymethoxy)phenyl)-5-methyl-7,8-dihydro-5H-pyrido[3',4':4,5]Pyrrolo[2,3-c]Pyridazin-6(9H)-yl)pyrimidin-5-yl)piperidine-1-carboxylic acid tert-butyl ester C(C)(C)(C)OC(=O)N1CCC(CC1)C=1C=NC(=NC1)N1[C@H](C2=C(NC=3N=NC(=CC32)C3=C(C=CC=C3)OCOC)CC1)C